methyl (S)-2-((2-(2,6-difluoro-4-(methylcarbamoyl)phenyl)-6-methylfurano[2,3-b]pyridin-3-yl)methyl)morpholine-4-carboxylate FC1=C(C(=CC(=C1)C(NC)=O)F)C1=C(C=2C(=NC(=CC2)C)O1)C[C@H]1CN(CCO1)C(=O)OC